methyl cis-3-(4-(hydroxymethyl)-1H-pyrazol-3-yl)-2-((((CIS)-4-phenylcyclohexyl)oxy)methyl)piperidine-1-carboxylate OCC=1C(=NNC1)[C@@H]1[C@@H](N(CCC1)C(=O)OC)CO[C@@H]1CC[C@@H](CC1)C1=CC=CC=C1